FC(C1=CC=C(N=N1)OC1CCC2(CN(C2)C(=O)N2C[C@H](CC2)C(=O)N)CC1)(F)F (3S)-1-[7-[6-(trifluoromethyl)pyridazin-3-yl]oxy-2-azaspiro[3.5]nonane-2-carbonyl]pyrrolidine-3-carboxamide